tert-Butyl (3R)-11,11-difluoro-3-methyl-1,3,4,7,8,9,10,11-octahydro-2H-pyrido[4',3':3,4]-pyrazolo[1,5-d][1,4]diazepine-2-carboxylate FC1(C=2N(CCNC1)N=C1C2CN([C@@H](C1)C)C(=O)OC(C)(C)C)F